C(CCC)(=O)OCOC(=O)C=1SC=CC1OCC 3-ethoxy-thiophene-2-carboxylic acid butyryloxymethyl ester